2-Methyl-5-nitro-1-(3-nitro-phenoxymethyl)-1H-imidazole CC=1N(C(=CN1)[N+](=O)[O-])COC1=CC(=CC=C1)[N+](=O)[O-]